FC(OC[C@@H](C1=CC(=CC=C1)OC(F)(F)F)NC(C[C@H](C1(CC1)C(F)(F)F)O)=O)F (R)-N-((R)-2-(difluoromethoxy)-1-(3-(trifluoromethoxy)phenyl)ethyl)-3-hydroxy-3-(1-(trifluoromethyl)cyclopropyl)propanamide